FC(C1=CC=C(CC2CCC3(CN(C3)C(=O)C3CC(C3)(C)O)CC2)C=C1)F (7-(4-(Difluoromethyl)benzyl)-2-azaspiro[3.5]nonan-2-yl)((1s,3s)-3-hydroxy-3-methylcyclobutyl)methanon